4,4-dimethylpentanenol CC(CC=CO)(C)C